FC=1C=C(C=CC1C1=CC=CC=C1)C(CO)C 2-(3-Fluoro-4-phenylphenyl)propan-1-ol